[5-(difluoromethoxy)-4-methoxy-pyrimidin-2-yl]amine FC(OC=1C(=NC(=NC1)N)OC)F